C(C)(C)(C)OC(=O)N1C2CN(CC1CC2)C2=CC(=C(C=C2)N)O 3-(4-amino-3-hydroxyphenyl)-3,8-diazabicyclo[3.2.1]octan-8-carboxylic acid tert-butyl ester